alpha-(1-chlorocyclopropyl)-alpha-[2-(2,2-dichloropropyl)ethyl]-1H-1,2,4-triazole-1-ethanol ClC1(CC1)C(CN1N=CN=C1)(O)CCCC(C)(Cl)Cl